C(C)OC(=O)C=1NC(=CC1)Cl 5-chloro-1H-pyrrole-2-carboxylic acid ethyl ester